ClC1=C(C=CC=C1)NC(C(=O)N1CC2(CC2)C[C@H]1C(=O)N[C@@H](C[C@H]1C(NCC1)=O)C(COC(F)(F)F)=O)=O (S)-5-(2-((2-chlorophenyl)amino)-2-oxoacetyl)-N-((S)-3-oxo-1-((S)-2-oxopyrrolidin-3-yl)-4-(trifluoromethoxy)butan-2-yl)-5-azaspiro[2.4]heptane-6-carboxamide